(3-(2-bromo-6-chlorophenyl)propoxy)(tert-butyl)dimethylsilane BrC1=C(C(=CC=C1)Cl)CCCO[Si](C)(C)C(C)(C)C